NC=1N=C(SC1C(=O)C1=CC=CC=C1)NC1=CC=C(C=C1)N(C)C [4-amino-2-[4-(dimethylamino)anilino]thiazol-5-yl]-phenyl-methanone